BrC=1C=C(C=O)C=C(C1OC)Cl 3-bromo-5-chloro-4-methoxybenzaldehyde